BrC=1C=C(C=CC1)CCNC(COC)=O N-[2-(3-bromophenyl)ethyl]-2-methoxyacetamide